FC(N1C(=NC=C1C#CC1=CN=C(C2=CN=C(C=C12)N)NC)C)F 4-((1-(difluoromethyl)-2-methyl-1H-imidazol-5-yl)ethynyl)-N1-methyl-2,7-naphthyridine-1,6-diamine